C(C)(C)(C)[Si](OC1CC(C1)CC(C)=O)(C1=CC=CC=C1)C1=CC=CC=C1 1-[3-[tert-butyl-(diphenyl)silyl]oxycyclobutyl]propan-2-one